5,6-dimethyl-1,2,4-triazin-3-thiol CC=1N=C(N=NC1C)S